CN(\C=C(\C(=O)OC)/[N+]#[C-])C methyl (2Z)-3-(dimethylamino)-2-isocyanoacrylate